1-(3-chloro-5-fluorophenyl)-5,5-difluoro-3-(trifluoromethyl)-4,5,6,7-tetrahydro-1H-indazol-4-ol ClC=1C=C(C=C(C1)F)N1N=C(C=2C(C(CCC12)(F)F)O)C(F)(F)F